C(C)N(C(=O)C1=CC=CC(=N1)CNC(=O)C1NCCNC1)C N-((6-(ethyl-(methyl)carbamoyl)pyridin-2-yl)methyl)piperazine-2-carboxamide